NC1=NC2=CC=C(C=C2C=C1C)C(=O)NN(C1=NC=CC=C1C=C)C 2-amino-N',3-dimethyl-N'-(3-vinylpyridin-2-yl)quinoline-6-hydrazide